4-(3-ethyl-5-(4-((1-isopropylpiperidin-4-yl)oxy)piperidin-1-yl)-1H-indol-2-yl)-1H-pyrazolo[3,4-b]pyridine C(C)C1=C(NC2=CC=C(C=C12)N1CCC(CC1)OC1CCN(CC1)C(C)C)C1=C2C(=NC=C1)NN=C2